NC1=C(C=C(N=N1)C1=C(C=CC=C1)O)N1CCN(CC1)CC1=CC=CC=C1 2-[6-amino-5-(4-benzylpiperazin-1-yl)pyridazin-3-yl]phenol